FC1=CC(=C(C=C1)O)[C@@H](C)NC=1C=CC=2N(N1)C(=CN2)C2=NC=CC(=C2)C[C@H](C)O 4-fluoro-2-((R)-1-((3-(4-((S)-2-hydroxypropyl)pyridin-2-yl)imidazo[1,2-b]pyridazin-6-yl)amino)ethyl)phenol